(S)-1-((2S,3S,11bs)-2-amino-9,10-dimethoxy-1,3,4,6,7,11b-hexahydro-2H-pyrido[2,1-a]isoquinolin-3-yl)-4-fluoromethyl-pyrrolidin-2-one N[C@H]1C[C@@H]2N(CCC3=CC(=C(C=C23)OC)OC)C[C@@H]1N1C(C[C@@H](C1)CF)=O